FC=1C=C(C=CC1F)C(=CC1CCCCC1)C1CCCCC1 3,4-difluorophenyldicyclohexylethylene